4-(5-acryloyl-2,5-diazabicyclo[2.2.2]octan-2-yl)-7-(2-fluoro-5-methylphenyl)-1-(2-isopropyl-4-methylpyridin-3-yl)-2-oxo-1,2-dihydropyrido[2,3-d]pyrimidine-6-carbonitrile C(C=C)(=O)N1C2CN(C(C1)CC2)C=2C1=C(N(C(N2)=O)C=2C(=NC=CC2C)C(C)C)N=C(C(=C1)C#N)C1=C(C=CC(=C1)C)F